CC1N(CC2=NC=3C=C(C=CC3C(=C21)Cl)C(=O)O[C@H](COC2=C(C=C(C(=C2)Cl)Cl)Cl)C(C(C)OC=2C(=C(C=CC2Cl)C)Cl)=O)C |r| (RS)-2-(2,4-dichloro-m-tolyloxy)propionyl-2-(2,4,5-trichlorophenoxy)ethanol methyl-9-chloro-2-methyl-2,3-dihydro-1H-pyrrolo[3,4-b]quinoline-6-carboxylate